Tert-butyl 3-(butylsulfinyl)-propionate C(CCC)S(=O)CCC(=O)OC(C)(C)C